6-[3-ethylsulfonyl-7-(trifluoromethyl)imidazo[1,2-a]pyridin-2-yl]-3-(trifluoromethyl)-7H-pyrrolo[3,4-b]pyridin-5-one C(C)S(=O)(=O)C1=C(N=C2N1C=CC(=C2)C(F)(F)F)N2CC1=NC=C(C=C1C2=O)C(F)(F)F